C1(CC1)NC(=O)C=1C=C(C2=C([C@@H](CO2)C2=CC=C(C=C2)F)C1)C(=O)NC |o1:11| (S*)-N5-Cyclopropyl-3-(4-fluorophenyl)-N7-methyl-2,3-dihydrobenzofuran-5,7-dicarboxamid